cis-1-(Cyclobutylmethyl)-8-(dimethylamino)-8-phenyl-1,3-diazaspiro[4.5]decan-2-one C1(CCC1)CN1C(NCC12CCC(CC2)(C2=CC=CC=C2)N(C)C)=O